phenoxyl-diethylene glycol O(C1=CC=CC=C1)C(COCCO)O